Tert-Butyl (R)-4-(3-(((benzyloxy)carbonyl)amino)chroman-7-yl)-4-fluoropiperidine-1-carboxylate C(C1=CC=CC=C1)OC(=O)N[C@H]1COC2=CC(=CC=C2C1)C1(CCN(CC1)C(=O)OC(C)(C)C)F